DimethoxyAzacyclooctyne COC1CCCCC#CN1OC